C(C)(C)(C)C1=C(C(=CC(=C1)C(C)(C)C)C(C)(C)C)NC(O)=O.BrC1=NC(=CC=C1)C1(CC1)COC bromo-6-(1-(methoxymethyl)cyclopropyl)pyridine 2,4,6-tri-tert-butylphenyl-carbamate